ClC1=C(C(=O)NC2=CC=C(C=C2)C=2C3=C(NCCN2)C2=CC=CC=C2C=C3)C(=CC=C1)OC 5-[4-(2-chloro-6-methoxybenzoylamino)phenyl]-1,3-dihydronaphtho[1,2-e]-1,4-diazepine